4,4'-dihydroxybenzophenone-2,4-dinitrophenylhydrazone Methyl-4-amino-1-(2-methoxy-4-(methoxycarbonyl)benzyl)-1H-pyrazole-5-carboxylate COC(=O)C1=C(C=NN1CC1=C(C=C(C=C1)C(=O)OC)OC)N.[N+](=O)([O-])C1=C(C=CC(=C1)[N+](=O)[O-])NN=C(C1=CC=C(C=C1)O)C1=CC=C(C=C1)O